BrC1=CSC=C1 L-3-bromothiophene